COC1=C2C(C(=C(OC2=CC(=C1)OC)C1=CC(=C(C(=C1)OC)OC)OC)OCCCCSC=1OC(=NN1)C1=C(C=CC=C1)OC)=O 5,7-dimethoxy-3-(4-((5-(2-methoxyphenyl)-1,3,4-oxadiazol-2-yl)thio)butoxy)-2-(3,4,5-trimethoxyphenyl)-4H-chromen-4-one